C(=C)[NH-] N-Vinyl-amide